6-[4-[(3R)-3-(dimethylamino)pyrrolidin-1-yl]-5,6-difluoro-8-(methylamino)-9H-pyrido[2,3-b]indol-3-yl]-1-(ethylamino)-4-oxo-1,8-naphthyridine-3-carboxylic acid CN([C@H]1CN(CC1)C1=C(C=NC=2NC3=C(C=C(C(=C3C21)F)F)NC)C=2C=C1C(C(=CN(C1=NC2)NCC)C(=O)O)=O)C